N,N-dimethyl-6-tributylstannyl-pyridine-3-carboxamide CN(C(=O)C=1C=NC(=CC1)[Sn](CCCC)(CCCC)CCCC)C